Ammonium malat C(C(O)CC(=O)[O-])(=O)[O-].[NH4+].[NH4+]